[Li+].P(=O)([O-])([O-])[O-].[Li+].[Li+] phosphate compound with lithium